(3-bromo-4-fluoro-phenyl)thiourea BrC=1C=C(C=CC1F)NC(=S)N